FC(C1(CCC1)C(=O)N1CCOC2=C(C1)C=NC=C2C#N)(F)F 4-[1-(trifluoromethyl)cyclobutane-carbonyl]-3,5-dihydro-2H-pyrido[3,4-f][1,4]oxazepine-9-carbonitrile